3-methyl-5,6-dihydro-7H-cyclopenta[c]pyridin-7-one CC1=CC2=C(C=N1)C(CC2)=O